(((3R,4R)-3-methyl-tetrahydro-2H-pyran-4-yl)amino)-4-(trifluoromethyl)benzonitrile C[C@H]1COCC[C@H]1NC1=C(C#N)C=CC(=C1)C(F)(F)F